(tert-Butoxycarbonyl)-N-(4-(dimethylphosphoryl)-2-methoxyphenyl)glycine C(C)(C)(C)OC(=O)N(CC(=O)O)C1=C(C=C(C=C1)P(=O)(C)C)OC